FC(CC[C@@H](C(C(=O)NC)=O)NC(=O)C=1C(=NC=C(C1)F)NC(C(C)(C)C)=O)(C)F N-[(1S)-4,4-difluoro-1-[2-(methylamino)-2-oxo-acetyl]pentyl]-2-(2,2-dimethylpropanoylamino)-5-fluoro-pyridine-3-carboxamide